2-((8-(1-methyl-1H-pyrazol-4-yl)-2,3-dihydrobenzo[b][1,4]dioxin-5-yl)amino)-4-((tetrahydro-2H-pyran-4-yl)amino)-7H-pyrrolo[2,3-d]pyrimidine-5-carbonitrile CN1N=CC(=C1)C1=CC=C(C2=C1OCCO2)NC=2N=C(C1=C(N2)NC=C1C#N)NC1CCOCC1